hexyloxy-5-isopropyloxy-2(5H)-furanone C(CCCCC)OC=1C(OC(C1)OC(C)C)=O